NC(C(=O)O)CC1=CNC2=CC=C(C=C12)I 2-amino-3-(5-iodo-1H-indol-3-yl)propanoic acid